CC1=CC=C(C=C1)C=1C2(C3=CC=CC=C3C1)CCC1(CC2)OCCO1 2''-(4-methylphenyl)dispiro[[1,3]dioxolane-2,1'-cyclohexane-4',1''-indene]